Quinuclidin-3-yl (2-(2-(4-(3-methoxypropoxy)phenyl)thiazol-4-yl)propan-2-yl)carbamate COCCCOC1=CC=C(C=C1)C=1SC=C(N1)C(C)(C)NC(OC1CN2CCC1CC2)=O